(1-[bis(2-hydroxyethyl)amino])-2-butanol OCCN(CC(CC)O)CCO